FC1=C(C=C(C=C1)OC=1C(=C2C=CN(C2=CC1F)S(=O)(=O)C1=CC=C(C)C=C1)SC)C=1SC=C(N1)C(=O)C1=CC(=CC=C1)I (2-(2-Fluoro-5-((6-fluoro-4-(methylthio)-1-tosyl-1H-indol-5-yl)oxy)phenyl)thiazol-4-yl)(3-iodophenyl)methanone